CN(CCCCN(C)C)C tetramethyl-1,4-butylenediamine